lithium bis(fluoroborate) sulfite S(=O)([O-])[O-].F[B-](F)(F)F.F[B-](F)(F)F.[Li+]